p-chloro-azobenzene ClC1=CC=C(C=C1)N=NC1=CC=CC=C1